5-((4-(6,7-dihydro-5H-cyclopenta[4,5]thieno[2,3-d]pyrimidin-4-yl)-3,6-dihydropyridin-1(2H)-yl)methyl)-2-(2,4-dioxotetrahydropyrimidin-1(2H)-yl)isoindoline-1,3-dione N1=CN=C(C2=C1SC1=C2CCC1)C=1CCN(CC1)CC=1C=C2C(N(C(C2=CC1)=O)N1C(NC(CC1)=O)=O)=O